C1(CC1)C1=NC2=CC=C(C=C2C(=N1)N1CCC(CC1)C1=C(C=CC(=C1)F)OC)N(CCO)C 2-({2-cyclopropyl-4-[4-(5-fluoro-2-methoxy-phenyl)-piperidin-1-yl]-quinazolin-6-yl}-methyl-amino)-ethanol